Tri-[4-(5-phenyl-2-thienyl)phenyl]amine C1(=CC=CC=C1)C1=CC=C(S1)C1=CC=C(C=C1)N(C1=CC=C(C=C1)C=1SC(=CC1)C1=CC=CC=C1)C1=CC=C(C=C1)C=1SC(=CC1)C1=CC=CC=C1